(S)-1-benzyl-3-(difluoromethyl)-3-methylpiperazin-2-one C(C1=CC=CC=C1)N1C([C@@](NCC1)(C)C(F)F)=O